C(C(C(C)N)N)(N)N 1,1,2,3-butanetetraamine